8-oxa-3-azabicyclo-[3.2.1]-octane C12CNCC(CC1)O2